C(C1=CC=CC=C1)N1CC2=CC(=CC=C2C(C1C(=O)OCC)=O)C(F)(F)F ethyl 2-benzyl-4-oxo-7-(trifluoromethyl)-1,2,3,4-tetrahydroisoquinoline-3-carboxylate